OC1=C(C=CC=C1)C=1N=NC2=CC(=CC=C2C1)N1CC2(CN(C2)C2=CC(=NS2)C(C(=O)OC)C(C)C)C1 methyl 2-(5-{6-[3-(2-hydroxyphenyl)cinnolin-7-yl]-2,6-diazaspiro[3.3]heptan-2-yl}-1,2-thiazol-3-yl)-3-methylbutanoate